C(=O)(OC(C)(C)C)N(C1CC[Se]SC1)C N-Boc-N-Methyl-1,2-thiaselenan-5-amine